O(C1=CC=CC=C1)C1=CC=C(C(=O)NCCC2CCN(CC2)CCCC2=CC=CC=C2)C=C1 4-phenoxy-N-{2-[1-(3-phenylpropyl)piperidin-4-yl]ethyl}benzamide